(±)-methyl 4-[3-(tert-butylsulfinylamino)oxetan-3-yl]benzoate C(C)(C)(C)[S@@](=O)NC1(COC1)C1=CC=C(C(=O)OC)C=C1 |r|